(1R,2R)-2-(5-bromo-Pyrazin-2-yl)-cyclopropanecarboxylic acid ethyl ester C(C)OC(=O)[C@H]1[C@@H](C1)C1=NC=C(N=C1)Br